N-{[5-(3-methoxyphenyl)-1,2-oxazol-3-yl]methyl}-8-methyl-2-(pyridin-2-ylmethyl)-4,5-dihydro-2H-furo[2,3-g]indazole-7-carboxamide COC=1C=C(C=CC1)C1=CC(=NO1)CNC(=O)C1=C(C2=C(CCC3=CN(N=C23)CC2=NC=CC=C2)O1)C